3,3',3''-phosphanetriyl-tris(benzenesulfonic acid) trisodium salt [Na+].[Na+].[Na+].P(C=1C=C(C=CC1)S(=O)(=O)[O-])(C=1C=C(C=CC1)S(=O)(=O)[O-])C=1C=C(C=CC1)S(=O)(=O)[O-]